IC(I)C1=C(C=CC(=C1)Br)S(=O)(=O)C1=C(C=C(C=C1)Br)C(I)I diiodomethyl-p-bromophenylsulfone